4-((6Z,9Z,28Z,31Z)-heptatriaconta-6,9,28,31-tetraene-19-yloxy)-N,N-dimethylbutan-1-amine CCCCC\C=C/C\C=C/CCCCCCCCC(CCCCCCCC\C=C/C\C=C/CCCCC)OCCCCN(C)C